3,5-DIFLUORO-2-METHOXYPHENYLBORONIC ACID FC=1C(=C(C=C(C1)F)B(O)O)OC